1-fluoro-3-(2-fluoro-2-methylpropyl)-5-(trifluoromethyl)benzene FC1=CC(=CC(=C1)C(F)(F)F)CC(C)(C)F